ClC=1C=C(C=CC1)C=1N=CN(C1)C 4-(3-chlorophenyl)-1-methyl-imidazole